BrC1=C2C=CNC2=CC(=C1OC=1C=C(C#N)C=CC1)F 3-((4-bromo-6-fluoro-1H-indol-5-yl)oxy)benzonitrile